ClC1=C(OC(C)C)C=CC=C1 2-(2-chlorophenoxy)propane